tert-butyl (Z)-2-((3-benzyl-5-(3-fluoro-5-nitrophenyl)pyrazin-2-yl)amino)-3-(furan-2-yl)acrylate C(C1=CC=CC=C1)C=1C(=NC=C(N1)C1=CC(=CC(=C1)[N+](=O)[O-])F)N\C(\C(=O)OC(C)(C)C)=C/C=1OC=CC1